2-(4-(3-(1-(tert-butoxycarbonyl)piperidin-4-yl)propoxy)-2-fluorophenyl)acetic acid C(C)(C)(C)OC(=O)N1CCC(CC1)CCCOC1=CC(=C(C=C1)CC(=O)O)F